C(C)(=O)OCC1([C@@H](CC[C@H](C1)C)C(C)C)CO ((2S,5R)-1-(hydroxymethyl)-2-isopropyl-5-methylcyclohexyl)methyl acetate